C(C)(C)(C)OC([C@@H](N)CO)=O L-serine tert-butyl ester